3-((5-(cyclopropylcarbamoyl)-3-(methylcarbamoyl)-2-oxopyridin-1(2H)-yl)methyl)-1H-pyrrolo[2,3-b]Pyridine-1-carboxylic acid tert-butyl ester C(C)(C)(C)OC(=O)N1C=C(C=2C1=NC=CC2)CN2C(C(=CC(=C2)C(NC2CC2)=O)C(NC)=O)=O